tert-Butyl 4-(1-methoxy-1-oxopropan-2-yl)-1,4-diazepane-1-carboxylate COC(C(C)N1CCN(CCC1)C(=O)OC(C)(C)C)=O